[C@@H]1([C@H](O)[C@@H](O)[C@H](O)[C@H](O1)CO)N(P(=O)(NCCCl)N)CCCl beta-D-Glucopyranosyl-N,N'-di(2-chloroethyl)phosphoramide